BrC=1C(=CC=C2C(=CNC12)S(=O)(=O)NC1=NC=C(C(=N1)OC)CCC#N)Cl 7-bromo-6-chloro-N-[5-(2-cyanoethyl)-4-methoxy-pyrimidin-2-yl]-1H-indole-3-sulfonamide